(S)-3-(6-(((3R,4R)-1-(5-chloro-4-((1-(2-morpholinoethyl)-2-oxoindolin-5-yl)amino)pyrimidin-2-yl)-3-methylpiperidin-4-yl)amino)-1-methyl-1H-indazol-3-yl)piperidine-2,6-dione ClC=1C(=NC(=NC1)N1C[C@H]([C@@H](CC1)NC1=CC=C2C(=NN(C2=C1)C)[C@H]1C(NC(CC1)=O)=O)C)NC=1C=C2CC(N(C2=CC1)CCN1CCOCC1)=O